BrC1=CC=C2C(=NN(C2=C1)COCC[Si](C)(C)C)C1=NC2=C(N1COCC[Si](C)(C)C)CN(C2)C2(CCC2)C(=O)C2(CCC2)N2CC=1N(C(=NC1C2)C2=NN(C1=CC(=CC=C21)Br)COCC[Si](C)(C)C)COCC[Si](C)(C)C (2-(6-bromo-1-((2-(trimethylsilyl)ethoxy)methyl)-1H-indazol-3-yl)-1-((2-(trimethylsilyl)ethoxy)methyl)pyrrolo[3,4-d]imidazol-5(1H,4H,6H)-yl)(cyclobutyl)ketone